[K+].N1C(=CC2=CC=CC=C12)CCCC(=O)[O-] indolebutyric acid potassium salt